5-(7-Chloro-2,4-dioxo-3,4-dihydroquinazolin-1(2H)-yl)-N-(3-(7-chloro-2,4-dioxo-3,4-dihydroquinazolin-1(2H)-yl)phenyl)-1-methyl-1H-imidazole-2-carboxamide ClC1=CC=C2C(NC(N(C2=C1)C1=CN=C(N1C)C(=O)NC1=CC(=CC=C1)N1C(NC(C2=CC=C(C=C12)Cl)=O)=O)=O)=O